(R)-3-(4-bromophenoxy)tetrahydrofuran BrC1=CC=C(O[C@H]2COCC2)C=C1